C(C)N1C2=CC=CC=C2C=2C=C(C=CC12)OB(O)O (9-ethyl-9H-carbazole-3-yl)boric acid